BrC1=NC(=CC(=C1OCOC)OCC(C)=O)I 1-((2-bromo-6-iodo-3-(methoxymethoxy)pyridin-4-yl)oxy)propan-2-one